C1(=CC=CC=C1)C(=C)SC1=CC=CC=C1 2-phenyl-2-(phenylthio)ethylene